CN1CCN(CC1)C1=CC=C(C=N1)C1=C2C(=NN1)CNC2 3-(6-(4-Methylpiperazin-1-yl)pyridin-3-yl)-4,6-dihydropyrrolo[3,4-c]pyrazole